N-(Cyclopentylmethyl)-2-(3-(2,6-dioxopiperidin-3-yl)-1H-indazol-1-yl)acetamide C1(CCCC1)CNC(CN1N=C(C2=CC=CC=C12)C1C(NC(CC1)=O)=O)=O